CC1=NNC2=CN=C(C=C21)N2CCN(CC2)S(=O)(=O)C 3-Methyl-5-(4-(methylsulfonyl)piperazin-1-yl)-1H-pyrazolo[3,4-c]pyridine